FC1=CC=CC=2C=3N(C(=NC12)N)C=C(N3)CC3=C(C=CC=C3)CN3CCOCC3 7-fluoro-2-(2-(morpholinomethyl)benzyl)imidazo[1,2-c]quinazolin-5-amine